2,6-diazaspiro[3.4]octane-2,6,8-tricarboxylic acid 6-benzyl 2-(tert-butyl) 8-methyl ester COC(=O)C1CN(CC12CN(C2)C(=O)OC(C)(C)C)C(=O)OCC2=CC=CC=C2